C(C1=CC=CC=C1)N1N=C(N=C1)C(=O)N[C@@H]1C(N(C=2N(CC1)N=C(C2)C(C)O)C)=O 1-Benzyl-N-((6S)-2-(1-hydroxyethyl)-4-methyl-5-oxo-5,6,7,8-tetrahydro-4H-pyrazolo[1,5-a][1,3]diazepin-6-yl)-1H-1,2,4-triazol-3-carboxamid